(3S)-1-[2-[4-(o-tolyl)-2-oxo-chromen-7-yl]oxypropionyl]pyrrolidine-3-carboxylic acid C1(=C(C=CC=C1)C1=CC(OC2=CC(=CC=C12)OC(C(=O)N1C[C@H](CC1)C(=O)O)C)=O)C